FC(CC=1SC(=C(C1F)F)F)(S(=O)(=O)O)F pentafluorothiolethanesulfonic acid